O=C1NC([C@@](N1)(C=1SC=CN1)CNC(=O)C1=NN(N=C1)C1=CC(=CC=C1)F)=O |r| rac-N-{[2,5-dioxo-4-(1,3-thiazol-2-yl)imidazolidin-4-yl]methyl}-2-(3-fluorophenyl)-2H-1,2,3-triazole-4-carboxamide